4-methylbenzyl pivalate C(C(C)(C)C)(=O)OCC1=CC=C(C=C1)C